C(C)(C)N1C(=NC2=NC=C(C=C21)C=2C=CN1N=C(N=CC12)N([C@@H]1C[C@@H](C1)N)C)C cis-N1-(5-(1-isopropyl-2-methyl-1H-imidazo[4,5-b]pyridin-6-yl)pyrrolo[2,1-f][1,2,4]triazin-2-yl)-N-methylcyclobutane-1,3-diamine